9-nitro-7,12-dihydro-indolo[3,2-d][1]benzazepin-6(5H)-one [N+](=O)([O-])C=1C=C2C(=CC1)NC1=C2CC(NC2=C1C=CC=C2)=O